C(C)(C)(C)OC(=O)N1[C@@H]2[C@@H]([C@@H](C[C@H]1CC2)N(C)C2=CN=C(N=N2)C=2C=C1C=NN(C(C1=CC2OC)=O)C)F (1s,2r,3r,5r)-2-fluoro-3-((3-(7-methoxy-2-methyl-1-oxo-1,2-dihydro-phthalazin-6-yl)-1,2,4-triazin-6-yl)(methyl)amino)-8-azabicyclo[3.2.1]octane-8-carboxylic acid tert-butyl ester